ClC=1C=C(C=CC1)C1=NN(C=C1OC=1C(=NC=CC1)NC1=CC(=NC=C1)N1CCOCC1)C1CC1 ((3-(3-chlorophenyl)-1-cyclopropyl-1H-pyrazol-4-yl)oxy)-N-(2-morpholinopyridin-4-yl)pyridin-2-amine